BrC=1C(=C(C(=O)[O-])C(=C(C1)C)OCOC)C 3-bromo-6-(methoxymethoxy)-2,5-dimethylbenzoate